4-(hydroxymethyl)cyclohexane-1-ol potassium bicarbonate C([O-])(O)=O.[K+].OCC1CCC(CC1)O